C(CCCCCCC\C=C/CCCCCCCC)N(C)CC(=O)O N-Oleylsarcosin